Cl.N1C[C@H](CCCC1)NC1=NC=C(C(=N1)C1=CNC2=CC(=CC=C12)C(=O)OC)C(F)(F)F Methyl (S)-3-(2-(azepan-3-ylamino)-5-(trifluoromethyl) pyrimidin-4-yl)-1H-indole-6-carboxylate hydrochloride